BrC1=CC(=CN(C1=O)C)C(=O)OC methyl 5-bromo-1-methyl-6-oxo-pyridine-3-carboxylate